FC(C=1C(NC=2C=C(C=NC2C1C)CN1CCN(CC1)C1=CC=C(C=N1)C#N)=O)F 6-(4-{[7-(difluoromethyl)-8-methyl-6-oxo-5H-1,5-naphthyridin-3-yl]methyl}piperazin-1-yl)pyridine-3-carbonitrile